(3R)-(5-bromo-1,2,3,4-tetrahydroisoquinolin-3-yl)methanol BrC1=C2C[C@@H](NCC2=CC=C1)CO